methyltridecyl-phosphonium C[PH2+]CCCCCCCCCCCCC